2-[2,6-dimethyl-4-(trifluoromethyl)phenyl]-5-isobutyryloxy-4-(3-methyl-1H-pyrazol-1-yl)-6-(trifluoromethyl)pyridazin-3(2H)-one CC1=C(C(=CC(=C1)C(F)(F)F)C)N1N=C(C(=C(C1=O)N1N=C(C=C1)C)OC(C(C)C)=O)C(F)(F)F